C(CCCCC(=O)OCCCCCCCCCCC)(=O)OCCCCCCCCCCC di(undecyl) adipate